cyclopentane-3-en-1-ol C1(CC=CC1)O